C1(CC1)C=1C=CC=2N(C1)C=C(N2)CN2N=NC(=C2)C(=O)NCC2=CC=1OCCN(C1C=N2)C(=O)OC(C)(C)C tert-butyl 7-((1-((6-cyclopropylimidazo[1,2-a]pyridin-2-yl)methyl)-1H-1,2,3-triazole-4-carboxamido)methyl)-2,3-dihydro-4H-pyrido[4,3-b][1,4]oxazine-4-carboxylate